CC(CC(C(=O)N[C@@H](C(C)C)C1=NC2=C(N1)C=CC(=C2)OC2=CC=CC=C2)P(OCC)(OCC)=O)C Diethyl (4-methyl-1-(((S)-2-methyl-1-(5-phenoxy-1H-benzo[d]imidazol-2-yl)propyl)amino)-1-oxopentan-2-yl)phosphonate